2-(3-(4-methoxybenzyl)-1-methyl-1H-1,2,4-triazol-5-yl)morpholine COC1=CC=C(CC2=NN(C(=N2)C2CNCCO2)C)C=C1